(3R)-2-[(4-chloro-2-methylsulfonylphenyl)methyl]-3-(4-chlorophenyl)-4-fluoro-6-[2-hydroxy-1-(4-methylpiperazin-1-yl)propan-2-yl]-3-[(3S)-oxazin-3-yloxy]-2,3-dihydro-1H-isoindol-1-one ClC1=CC(=C(C=C1)CN1C(C2=CC(=CC(=C2[C@]1(OC=1NOC=CC1)C1=CC=C(C=C1)Cl)F)C(CN1CCN(CC1)C)(C)O)=O)S(=O)(=O)C